2-methyl-5-nitro-3-(trifluoromethoxy)pyridine CC1=NC=C(C=C1OC(F)(F)F)[N+](=O)[O-]